2-(hydroxy(2-nitrophenyl)methyl)cyclohexanone OC(C1C(CCCC1)=O)C1=C(C=CC=C1)[N+](=O)[O-]